CC1=CC=CC(=N1)C1=NC=CC=C1C=1C=CC=2N(C1)C=CN2 6-(6'-Methyl-[2,2'-bipyridin]-3-yl)imidazo[1,2-a]pyridin